C(#N)/C(/C(=O)O)=C\C1=CC(=C(C(=C1)C(C)C)O)C(C)C (E)-2-cyano-3-(4-hydroxy-3,5-diisopropyl-phenyl)acrylic acid